C(CC)C1=CN=CC=2N=C(N=C(C21)N)N2C=CC1=NC=CC=C12 n-propyl-2-{1H-pyrrolo[3,2-b]Pyridin-1-yl}pyrido[3,4-d]Pyrimidin-4-amine